BrC=1C(=NC(=CC1)C(F)(F)F)F 3-bromo-2-fluoro-6-(trifluoromethyl)pyridine